FC1=C(C(=CC=C1)F)C(\C=C\C1=CC(=C(C=C1)O)[N+](=O)[O-])=O (E)-1-(2,6-Difluorophenyl)-3-(4-hydroxy-3-nitrophenyl)prop-2-en-1-one